C([C@H](O)C)(=O)[O-] R-(-)-lactate